5-bromo-2,3-dihydro-1H-indene-2-carboxylic acid BrC=1C=C2CC(CC2=CC1)C(=O)O